ClC=1C=C(C=CC1)CCN1C[C@@H]([C@H](C1)C)COC1=CC=C(C=C1)S(=O)(=O)CCOC (3R,4R)-1-[2-(3-chlorophenyl)ethyl]-3-{[4-(2-methoxyethanesulfonyl)phenoxy]methyl}-4-methylpyrrolidine